COC=1C=C(CN(C2=CC=C(C=C2)CN2CCN(CC2)C)CC2=CC(=CC=C2)N2CCOCC2)C=CC1 N-(3-methoxybenzyl)-4-((4-methylpiperazin-1-yl)methyl)-N-(3-morpholinobenzyl)aniline